6-((4-(2-(4-chloro-2-fluorophenyl)-2-methylbenzo[d][1,3]dioxol-4-yl)piperidin-1-yl)methyl)-N'-hydroxy-5-methylpyridazine-3-carboximidamide ClC1=CC(=C(C=C1)C1(OC2=C(O1)C=CC=C2C2CCN(CC2)CC2=C(C=C(N=N2)C(N)=NO)C)C)F